diethyl 3,3'-(propane-1,3-diylbis(5-carbamoyl-1H-benzo[d]imidazole-1,2-diyl))bis(4-chlorobenzo[b]thiophene-2-carboxylate) C(CCN1C(=NC2=C1C=CC(=C2)C(N)=O)C=2C1=C(SC2C(=O)OCC)C=CC=C1Cl)N1C(=NC2=C1C=CC(=C2)C(N)=O)C=2C1=C(SC2C(=O)OCC)C=CC=C1Cl